N-{4-[(6-chloro-4-oxo-3,4-dihydro-2H-1-benzopyran-2-carbonyl)amino]bicyclo[2.2.2]octan-1-yl}-5-(difluoromethyl)pyrazine-2-carboxamide ClC=1C=CC2=C(C(CC(O2)C(=O)NC23CCC(CC2)(CC3)NC(=O)C3=NC=C(N=C3)C(F)F)=O)C1